C(#N)C=1N=NNC1C#N.[Li] lithium 4,5-dicyano-1,2,3-triazole